4-(butoxyethyl)-2-methoxyphenol C(CCC)OCCC1=CC(=C(C=C1)O)OC